C(C)C1OC(OC1C)=O 4-ethyl-5-methyl-1,3-dioxolan-2-one